2-chloro-4-(2,5-difluorophenyl)nicotinic acid ClC1=C(C(=O)O)C(=CC=N1)C1=C(C=CC(=C1)F)F